C(C)(C)(C)C1=CC=CC=C1 2-(tert-butyl)benzene